OC=1C=C(C=CC1)C1COC2=CC(=CC=C2C1C1=CC(=CC=C1)OC)O 3-(3-hydroxyphenyl)-4-(3-methoxyphenyl)chroman-7-ol